2-(benzyloxycarbonylamino)-2-methyl-propanoic acid C(C1=CC=CC=C1)OC(=O)NC(C(=O)O)(C)C